ClS(=O)(=O)N1CC2(C1)CN(C2)C(=O)OC(C)(C)C Tert-Butyl 2-chlorosulfonyl-2,6-diazaspiro[3.3]heptane-6-carboxylate